NC([C@H](CO)NC(=O)C1=C(OC2=C1C=C(C=C2)OCC=2C(=NC=CC2)C(F)(F)F)C)=O (S)-N-(1-amino-3-hydroxy-1-oxopropan-2-yl)-2-methyl-5-((2-(trifluoromethyl)pyridin-3-yl)methoxy)benzofuran-3-carboxamide